(5-(6-((3-(4-methylpiperazin-1-yl)phenyl)amino)-1H-pyrrolo[2,3-b]pyridin-3-yl)pyrazolo[1,5-a]pyridin-3-yl)(morpholino)methanone CN1CCN(CC1)C=1C=C(C=CC1)NC1=CC=C2C(=N1)NC=C2C2=CC=1N(C=C2)N=CC1C(=O)N1CCOCC1